C1(=CC=CC=C1)S(=O)(=O)N1C=CC=2C1=NC=CC2C2=CC=C(NC([C@@H](CC1=CC(=CC=C1)OC)NC(OC(C)(C)C)=O)=O)C=C2 tert-Butyl N-[(1R)-2-[4-[1-(Benzenesulfonyl)pyrrolo[2,3-b]pyridin-4-yl]anilino]-1-[(3-methoxyphenyl)methyl]-2-oxo-ethyl]carbamate